rac-(2R,4R)-4-((tert-butoxycarbonyl)amino)tetrahydro-2H-pyran-2-carboxylic acid C(C)(C)(C)OC(=O)N[C@H]1C[C@@H](OCC1)C(=O)O |r|